NC1=C(C(=NN1C(C)C)C=1C=NC(=CC1)CC(=O)NC1=NN(C(=C1)C1=C(C=C(C=C1)Cl)Cl)C)C(=O)N 5-Amino-3-[6-[2-[[5-(2,4-dichlorophenyl)-1-methyl-pyrazol-3-yl]amino]-2-oxoethyl]-3-pyridyl]-1-isopropyl-pyrazole-4-carboxamide